ClC1=C(C=CC=C1Cl)N1CCNC2(CC2)C1 7-(2,3-dichlorophenyl)-4,7-diazaspiro[2.5]octane